CC1=C(C=NC=2OCCNC21)C2=CC=C1C=NC(=NC1=C2)NC=2C=NN(C2)C2CN(C2)C(CC)=O 1-[3-(4-{[7-(8-methyl-2,3-dihydro-1H-pyrido[2,3-b][1,4]oxazin-7-yl)quinazolin-2-yl]amino}-1H-pyrazol-1-yl)azetidin-1-yl]propan-1-one